C(C)(=O)N1CCC(CC1)OC1=CC=C(NC=2C(=NC(=C(N2)NC)C=2C3=C(C=NC2)N(C=N3)C)C(=O)N)C=C1 3-[4-[(1-acetyl-4-piperidinyl)oxy]anilino]-5-(methylamino)-6-(3-methylimidazo[4,5-c]pyridin-7-yl)pyrazine-2-carboxamide